(1R,2S,3S)-3-((1-(2-hydroxy-4-(trifluoromethyl)phenyl)pyrido[3,4-d]pyridazin-4-yl)amino)cyclohexan OC1=C(C=CC(=C1)C(F)(F)F)C1=C2C(=C(N=N1)NC1CCCCC1)C=NC=C2